6-[(2,6-dioxo-3-piperidyl)oxy]pyridine-3-sulfonyl fluoride O=C1NC(CCC1OC1=CC=C(C=N1)S(=O)(=O)F)=O